NC=1C(=NC(=CN1)C=1C=NN(C1)C1CCN(CC1)C(=O)OC(C)(C)C)C(=O)O[C@@H](C(=O)NC1=CC=C(C=C1)F)C(C)C (R)-1-((4-fluorophenyl)amino)-3-methyl-1-oxobutan-2-yl 3-amino-6-(1-(1-(tert-butoxycarbonyl)piperidin-4-yl)-1H-pyrazol-4-yl)pyrazine-2-carboxylate